6-[3-methyl-1-(oxetan-3-yl)-1H-pyrazolo[3,4-b]pyrazin-6-yl]-2-[2-methyl-6-(trifluoromethyl)pyrimidin-4-yl]-2,6-diazaspiro[3.4]octane CC1=NN(C2=NC(=CN=C21)N2CC1(CN(C1)C1=NC(=NC(=C1)C(F)(F)F)C)CC2)C2COC2